(R)-(1-(1,3,5-triazin-2-yl)piperazin-2-yl)methanol hydrochloride Cl.N1=C(N=CN=C1)N1[C@H](CNCC1)CO